4-(4-((1-(3-methoxyphenyl)-3-cyclobutylamino)sulfonyl)-3,4-dihydro-2H-pyrido[4,3-b][1,4]thiazin-8-yl)benzonitrile COC=1C=C(C=CC1)C1CC(C1)NS(=O)(=O)N1C2=C(SCC1)C(=CN=C2)C2=CC=C(C#N)C=C2